3-[(3S)-4,4-dimethyltetrahydrofuran-3-yl]benzimidazole-5-carboxylate CC1([C@@H](COC1)N1C=NC2=C1C=C(C=C2)C(=O)[O-])C